ClC1=C(C=CC=C1)C12C(OCC(N1)=O)CCCC2 4a-(2-chlorophenyl)hexahydro-2H-benzo[b][1,4]oxazin-3(4H)-one